3-benzyl-3-azabicyclo[3.1.1]heptane C(C1=CC=CC=C1)N1CC2CC(C1)C2